C(C)C=1C=C(C=CC1C1(CC(=C(C2=CC=CC=C12)N)\N=N\[H])C(=O)O)C1=CC(=C(C=C1)C1(CC(=C(C2=CC=CC=C12)N)\N=N\[H])C(=O)O)CC 1,1'-(3,3'-diethyl[1,1'-biphenyl]-4,4'-diyl)bis{4-amino-3-[(E)-diazenyl]naphthalene-1-carboxylic acid}